(S)-6-((4-((2-hydroxy-1-phenylethyl)amino)-5-(3-(pyridin-3-yl)-1,2,4-oxadiazol-5-yl)pyrimidin-2-yl)amino)-1-isopropyl-1,2-dihydro-3H-indazol-3-one OC[C@H](C1=CC=CC=C1)NC1=NC(=NC=C1C1=NC(=NO1)C=1C=NC=CC1)NC1=CC=C2C(NN(C2=C1)C(C)C)=O